NCC(=O)N[C@H](C(=O)OC(C)(C)C)C tert-butyl (2S)-2-(2-aminoacetamido)propanoate